NC(C(C)(C)C=1C=CC=2C(C3=C(N(C2N1)CC(=O)O)C(=C(C=C3)Cl)N(C)C)=O)=O 2-(2-(1-amino-2-methyl-1-oxopropan-2-yl)-8-chloro-9-(dimethylamino)-5-oxobenzo[b][1,8]naphthyridin-10(5H)-yl)acetic acid